benzyl ((R)-1-(2-chloro-N-(((S)-2-oxopyrrolidin-3-yl)methyl)acetamido)-5-methyl-2-oxohexan-3-yl)carbamate ClCC(=O)N(C[C@H]1C(NCC1)=O)CC([C@@H](CC(C)C)NC(OCC1=CC=CC=C1)=O)=O